3-{4-[4-(azetidin-3-yl)piperazin-1-yl]-3-methyl-2-oxo-1,3-benzodiazol-1-yl}piperidine-2,6-dione trifluoroacetate FC(C(=O)O)(F)F.N1CC(C1)N1CCN(CC1)C1=CC=CC=2N(C(N(C21)C)=O)C2C(NC(CC2)=O)=O